C(CCCCCCCCCCCCCCCCCCC)[Si](OC)(OC)OC n-eicosyl-trimethoxysilane